BrC=1C(=C(NC=2C3=C(N=C(N2)C(F)(F)F)C=C(C=N3)C=O)C=CC1)Cl 4-(3-bromo-2-chloro-anilino)-2-(trifluoromethyl)pyrido[3,2-d]pyrimidine-7-carbaldehyde